4-amino-7-fluoro-N-((3-fluoro-5-(trifluoromethyl)pyridin-2-yl)methyl)-N-(1-methyl-1H-pyrazol-3-yl)imidazo[1,5-a]quinoxaline-8-carboxamide NC=1C=2N(C3=CC(=C(C=C3N1)F)C(=O)N(C1=NN(C=C1)C)CC1=NC=C(C=C1F)C(F)(F)F)C=NC2